C1N[C@@H](CC2=CC=CC=C12)CN1CCNCC1 4-[(3S)-1,2,3,4-tetrahydroisoquinolin-3-ylmethyl]Piperazine